2,6-Bis((E)-3,4-bis((tetrahydro-2H-pyran-2-yl)oxy)-benzylidene)-4-hydroxycyclohexan-1-one O1C(CCCC1)OC=1C=C(\C=C/2\C(/C(/CC(C2)O)=C/C2=CC(=C(C=C2)OC2OCCCC2)OC2OCCCC2)=O)C=CC1OC1OCCCC1